(S,E)-7-(1-(2-Fluorobenzyl)piperidin-3-yl)-2-methyl-3-styrylpyrazolo[1,5-a]pyrimidine FC1=C(CN2C[C@H](CCC2)C2=CC=NC=3N2N=C(C3\C=C\C3=CC=CC=C3)C)C=CC=C1